N-(4-(2-(((2s,5s)-5-aminoocta-hydropentalen-2-yl)amino)-quinazolin-6-yl)-2-fluorophenyl)-2-chlorobenzene-sulfonamide NC1CC2CC(CC2C1)NC1=NC2=CC=C(C=C2C=N1)C1=CC(=C(C=C1)NS(=O)(=O)C1=C(C=CC=C1)Cl)F